2,4-diamino-6-(2'-methyl-4-imidazolyl)-s-triazine NC1=NC(=NC(=N1)N)C=1N=C(NC1)C